N-[2-(benzyloxy)phenyl]-1-(4-bromo-5-fluoro-2-methoxyphenyl)methanimine C(C1=CC=CC=C1)OC1=C(C=CC=C1)N=CC1=C(C=C(C(=C1)F)Br)OC